triacontenedioic acid C(C=CCCCCCCCCCCCCCCCCCCCCCCCCCCC(=O)O)(=O)O